2-(3,4-epoxycyclohexyl)propyltriethoxysilane lead-silicon-iron [Fe].[Si].[Pb].C1(CC2C(CC1)O2)C(C[Si](OCC)(OCC)OCC)C